NCCCC(=O)NC1=CC(=C(C(=O)OCOC(C)=O)C=C1)C#CCN acetoxymethyl 4-(4-aminobutanamido)-2-(3-aminoprop-1-yn-1-yl)benzoate